6-(4-(2-methoxy-ethoxy)-2-((4-((4-methylpiperazin-1-yl)methyl)phenyl)amino)-7H-pyrrolo[2,3-d]pyrimidin-5-yl)-2-methylquinazolin-4(1H)-one COCCOC=1C2=C(N=C(N1)NC1=CC=C(C=C1)CN1CCN(CC1)C)NC=C2C=2C=C1C(N=C(NC1=CC2)C)=O